(4-((1R,3s,5r,7r)-adamantan-2-yl)-2-methyl-1,5,6,7-tetrahydro-s-indacen-1-yl)lithium C12C(C3CC(CC(C1)C3)C2)C2=C3C=C(C(C3=CC=3CCCC23)[Li])C